7-((S)-4-acryloyl-2-methylpiperazin-1-yl)-9-chloro-10-(2,4-difluorophenyl)-3-((4-ethylpiperazin-1-yl)methyl)-2,3-dihydro-5H-[1,4]thiazino[2,3,4-ij]quinazolin-5-one C(C=C)(=O)N1C[C@@H](N(CC1)C1=NC(N2C3=C(C(=C(C=C13)Cl)C1=C(C=C(C=C1)F)F)SCC2CN2CCN(CC2)CC)=O)C